4-bromo-5-{4-[(4-chloro-benzyl)-cyclopropanecarbonyl-amino]-piperidin-1-yl}-benzofuran-2-carboxylic acid BrC1=C(C=CC2=C1C=C(O2)C(=O)O)N2CCC(CC2)N(C(=O)C2CC2)CC2=CC=C(C=C2)Cl